benzo[d]Thiazole-6-carboxylic acid methyl ester COC(=O)C1=CC2=C(N=CS2)C=C1